4-Bromo-5-(2,2-difluoroethyl)-N,N-bis(4-methoxybenzyl)-6-methylpyridin-2-amine BrC1=CC(=NC(=C1CC(F)F)C)N(CC1=CC=C(C=C1)OC)CC1=CC=C(C=C1)OC